C(C1CO1)C(C(N)(CC1CO1)CC1CO1)(CCCCN)CC1CO1 tetraglycidyl-1,6-hexanediamine